9-bromo-8-chloro-2-(((2R,7aS)-2-fluorotetrahydro-1H-pyrrolizin-7a(5H)-yl)methoxy)-4-((1-trityl-1H-pyrazol-3-yl)methyl)-5,6-dihydro-4H-[1,4]oxazepino[5,6,7-de]quinazoline BrC=1C(=C2C=3C(=NC(=NC3C1)OC[C@]13CCCN3C[C@@H](C1)F)N(CCO2)CC2=NN(C=C2)C(C2=CC=CC=C2)(C2=CC=CC=C2)C2=CC=CC=C2)Cl